C(C=C)(=O)N1C[C@@H](CC1)OC1=CC=C(C=C1)[C@H](C)NC=1N=CC2=C(N1)N(C(C=C2)=O)CC 2-[[(1S)-1-(4-[[(3R)-1-acryloylpyrrolidin-3-yl]oxy]phenyl)ethyl]amino]-8-ethylpyrido[2,3-d]pyrimidin-7(8H)-one